4-(2-bromopyridin-4-yl)-2-methyl-2-butanol BrC1=NC=CC(=C1)CCC(C)(O)C